ethyl-α-methyl-thiobutyrolactone C(C)C1(C(=S)OCC1)C